C(C1=CC=CC=C1)(=O)OC[C@H]1O[C@H]([C@@H](C1=C)OC(C)=O)N1N=CC=2C1=NC(=CC2N2C[C@@H]1[C@H](C2)CCC1)Cl ((2S,4R,5R)-4-acetoxy-5-(6-chloro-4-((3aR,6aS)-hexahydrocyclopenta[c]pyrrol-2(1H)-yl)-1H-pyrazolo[3,4-b]pyridin-1-yl)-3-methylenetetrahydrofuran-2-yl)methyl benzoate